4-(2-((R)-3-((R or S)-4,4-dimethyloxetan-2-yl)-1-((5-(trifluoromethyl)thiazol-2-yl)methyl)pyrrolidin-3-yl)ethyl)benzonitrile CC1(C[C@@H](O1)[C@]1(CN(CC1)CC=1SC(=CN1)C(F)(F)F)CCC1=CC=C(C#N)C=C1)C |o1:3|